ClC=1C(=NC(=NC1)NC=1C=NN(C1C)C)C1=CC=C2CN(C(C2=C1)=O)[C@@H](C(=O)N[C@H](CO)C1=NC(=CC=C1)C)C (2R)-2-(6-{5-chloro-2-[(1,5-dimethyl-1H-pyrazol-4-yl)amino]pyrimidin-4-yl}-1-oxo-2,3-dihydro-1H-isoindol-2-yl)-N-[(1S)-2-hydroxy-1-(6-methylpyridin-2-yl)ethyl]propanamide